tert-butyl (3aS,5R,6aR)-5-((6-chloropyridazin-3-yl)amino)-3a-methylhexahydrocyclopenta[c]pyrrole-2(1H)-carboxylate ClC1=CC=C(N=N1)N[C@H]1C[C@]2([C@H](CN(C2)C(=O)OC(C)(C)C)C1)C